(S)-2-((4-(6-((4-(Cyclopropanecarbonyl)-2-fluoro-5-methylbenzyl)oxy)pyridin-2-yl)piperidin-1-yl)Methyl)-1-(oxetan-2-ylmethyl)-1H-benzo[d]imidazole-6-carboxylic acid C1(CC1)C(=O)C1=CC(=C(COC2=CC=CC(=N2)C2CCN(CC2)CC2=NC3=C(N2C[C@H]2OCC2)C=C(C=C3)C(=O)O)C=C1C)F